ClNC1=C2NC(=NC2=NC(=N1)CC1=CC=CC=C1)F chlorofluorobenzyl-adenine